BrC1=C2C=NN(C2=CC=C1)C 4-Bromo-1-methyl-1H-indazole